F[Si](CCCC#N)(C(C)(C)C)F 4-[difluoro(t-butyl)silyl]butanenitrile